FC1(OC2=C(O1)C=CC(=C2)C=O)F 2,2-difluorobenzo[d][1,3]dioxole-5-carbaldehyde